C12CNCC(CC1)N2C=2SC=1CN(CCC1N2)C(=O)C=2N(C1=CC=CC=C1C2)C (2-(3,8-diazabicyclo[3.2.1]octan-8-yl)-6,7-dihydrothiazolo[5,4-c]pyridin-5(4H)-yl)(1-methyl-1H-indol-2-yl)methanone